ClC1=C(C(=O)N[C@H](C(=O)O)CC=2C=CC(=C3C=CC=NC23)C=2C(N(C=CC2)C)=O)C(=CC=C1)Cl (S)-2-(2,6-dichlorobenzoylamino)-3-(5-(1-methyl-2-oxo-1,2-dihydropyridin-3-yl)quinolin-8-yl)propionic acid